4,5-dimethyl-N-(1-(4-(trifluoromethyl)benzyl)-1H-indazol-3-yl)furan-2-carboxamide CC=1C=C(OC1C)C(=O)NC1=NN(C2=CC=CC=C12)CC1=CC=C(C=C1)C(F)(F)F